1-(2-fluoropropyl)-4-(4-(4,4,5,5-tetramethyl-1,3,2-dioxaborolan-2-yl)phenyl)piperidine FC(CN1CCC(CC1)C1=CC=C(C=C1)B1OC(C(O1)(C)C)(C)C)C